(1s,2s,3s,5r)-3-(2-(2-aminoethoxy)-4,5-difluorophenoxy)-5-(4-methyl-7H-pyrrolo[2,3-d]pyrimidin-7-yl)cyclopentane-1,2-diol NCCOC1=C(O[C@@H]2[C@H]([C@H]([C@@H](C2)N2C=CC3=C2N=CN=C3C)O)O)C=C(C(=C1)F)F